tert-butyl (1R)-1-(3-(6-(2-(2-(2-(2,6-dioxopiperidin-3-yl)-1-oxoisoindolin-5-ylamino)ethoxy)ethoxy)hexyloxy)phenyl)ethylcarbamate O=C1NC(CCC1N1C(C2=CC=C(C=C2C1)NCCOCCOCCCCCCOC=1C=C(C=CC1)[C@@H](C)NC(OC(C)(C)C)=O)=O)=O